C(#C)C1=CC=C2C=3C(=C(N(C(C13)=O)C1=CC=CC=C1)[C@@H](C)NC(=O)C=1C(=NN3C1N=CC=C3)NS(N)(=O)=O)CN2C (R)-N-(1-(6-ethynyl-1-methyl-5-oxo-4-phenyl-1,2,4,5-tetrahydropyrrolo[4,3,2-de]isoquinolin-3-yl)ethyl)-2-(sulfamoylamino)pyrazolo[1,5-a]pyrimidine-3-carboxamide